6-(2-hydroxy-2-methylpropoxy)-4-(4,4,5,5-tetramethyl-1,3,2-dioxaborolan-2-yl)pyrazolo[1,5-a]pyridine-3-carbonitrile OC(COC=1C=C(C=2N(C1)N=CC2C#N)B2OC(C(O2)(C)C)(C)C)(C)C